NC=1N=CC2=C(N1)NC=C2C2=CC=C1C(CC(OC1=C2)(C)C)=O 7-(2-amino-7H-pyrrolo[2,3-d]pyrimidin-5-yl)-2,2-dimethylchroman-4-one